NC1=CC2=C(N(N=C2C(=C1C(=O)C1=C(C=CC(=C1)F)Cl)C#N)C)C1(CN(C1)C(=O)OC(C)(C)C)O 2-methylpropan-2-yl 3-{5-amino-6-[(2-chloro-5-fluorophenyl)carbonyl]-7-cyano-2-methylindazol-3-yl}-3-hydroxyazetidine-1-carboxylate